allyloxybenzenesulfonic acid sodium [Na].C(C=C)OC1=C(C=CC=C1)S(=O)(=O)O